lithium-iron-Yttrium phosphate P(=O)([O-])([O-])[O-].[Y+3].[Fe+2].[Li+].P(=O)([O-])([O-])[O-]